N-(6-((4-(aminomethyl)-1H-pyrazol-1-yl)methyl)-5-methoxybenzo[d]isoxazol-3-yl)-5-ethyl-2-methoxybenzenesulfonamide hydrochloride Cl.NCC=1C=NN(C1)CC1=CC2=C(C(=NO2)NS(=O)(=O)C2=C(C=CC(=C2)CC)OC)C=C1OC